ClC=1C=C(C(=O)NC(C)C2=NC=CN=C2C2=NC=C(C=C2)OCC(F)F)C=C(C1)C(F)(F)F 3-chloro-N-[1-[3-[5-(2,2-difluoroethoxy)-2-pyridyl]pyrazin-2-yl]ethyl]-5-(trifluoromethyl)benzamide